6-(((trifluoromethyl)sulfonyl)oxy)-2-azaspiro[3.3]hept-5-ene-2-carboxylic acid tert-butyl ester C(C)(C)(C)OC(=O)N1CC2(C1)C=C(C2)OS(=O)(=O)C(F)(F)F